FC=1C(=NC=C(C1)Cl)CCNC1=NC=NC(=C1Cl)C(F)F N-(2-(3-fluoro-5-chloropyridin-2-yl)ethyl)-5-chloro-6-difluoromethylpyrimidin-4-amine